(2R,3R,4R,5R)-2-(acetoxymethyl)-5-(9H-purin-9-yl)tetrahydrofuran-3,4-diyl diacetate C(C)(=O)O[C@@H]1[C@H](O[C@H]([C@@H]1OC(C)=O)N1C2=NC=NC=C2N=C1)COC(C)=O